ClC1=NC(=C2N=CN(C2=N1)[C@@H]1[C@@H]2[C@H]([C@@H]3[C@H]1OC(O3)(C)C)C2)Cl 2,6-dichloro-9-((3aR,3bR,4aS,5R,5aS)-2,2-dimethylhexahydrocyclopropa[3,4]cyclopenta[1,2-d][1,3]dioxol-5-yl)-9H-purine